3-(3-(4-(Chloromethyl)phenyl)-5-(4-chlorophenyl)-3H-imidazo[4,5-b]pyridin-2-yl)pyridin-2-amine ClCC1=CC=C(C=C1)N1C(=NC=2C1=NC(=CC2)C2=CC=C(C=C2)Cl)C=2C(=NC=CC2)N